C(C1CO1)N(CC1=CC(=CC=C1)CN(CC1CO1)CC1CO1)CC1CO1 N,N,N',N'-tetraglycidyl-meta-xylylenediamine